tert-butyl {(2S)-1-[bis(2-thienylmethyl)amino]-1-oxo-6-[(2-thienylacetyl)amino]hexan-2-yl}carbamate S1C(=CC=C1)CN(C([C@H](CCCCNC(CC=1SC=CC1)=O)NC(OC(C)(C)C)=O)=O)CC=1SC=CC1